tert-butyl N-methyl-N-[(4S)-4-[[7-(5-methyl-1,2,4-oxadiazol-3-yl)-1-isoquinolyl]amino]-6-oxo-6-[(7-propoxy-1,3-benzothiazol-2-yl)amino]hexyl]carbamate CN(C(OC(C)(C)C)=O)CCC[C@@H](CC(NC=1SC2=C(N1)C=CC=C2OCCC)=O)NC2=NC=CC1=CC=C(C=C21)C2=NOC(=N2)C